benzoindole N1C=CC2=CC=C3C(=C12)C=CC=C3